OC1=C(C(=O)C2=CC=CC=C2)C=CC(=C1)OCC(CCCC)CC 2-hydroxy-4-(2'-ethylhexoxy)-benzophenone